2-{[(2S)-1-(2-methyl-1,3-oxazole-4-carbonyl)pyrrolidin-2-yl]formamido}hexanamide CC=1OC=C(N1)C(=O)N1[C@@H](CCC1)C(=O)NC(C(=O)N)CCCC